[Ir].CC=1C=C(C=CC1)C1=NC=CC=C1 (2-(3-methylphenyl)pyridine) iridium